methyl 4-(6-((((2-amino-3-methyl-6-quinolinyl)carbonyl)((1R)-1-(2-pyrimidinyl)ethyl)amino)methyl)-3-pyridinyl)-1-piperidinecarboxylate NC1=NC2=CC=C(C=C2C=C1C)C(=O)N([C@H](C)C1=NC=CC=N1)CC1=CC=C(C=N1)C1CCN(CC1)C(=O)OC